1-benzyl-1,2-propylenediamine C(C1=CC=CC=C1)C(C(C)N)N